N-(3-carbamoyl-oxetan-3-yl)-2-methyl-5-[(pyridin-2-yl)methoxy]furo[2,3-c]pyridine-3-carboxamide C(N)(=O)C1(COC1)NC(=O)C1=C(OC2=CN=C(C=C21)OCC2=NC=CC=C2)C